4-(3-Methylbutyryl)benzoic acid methyl ester COC(C1=CC=C(C=C1)C(CC(C)C)=O)=O